2-(7-(2,4-dichlorophenyl)-2-(ethylsulfanyl)pyrazolo[1,5-a]pyrimidin-3-yl)-3-methyl-6-(trifluoromethyl)-3H-imidazo[4,5-b]pyridine ClC1=C(C=CC(=C1)Cl)C1=CC=NC=2N1N=C(C2C2=NC=1C(=NC=C(C1)C(F)(F)F)N2C)SCC